C1=CC(=C(C=C1CC2=CC(=C(C=C2)N)Cl)Cl)N The molecule is a chloroaniline that consists of two 2-chloroaniline units joined by a methylene bridge. It has a role as a metabolite.